Cl.ClC=1C=C(C(=C(C1)C1=NC=NN2C1=CC(=C2)CN2C(N(C=CC2=O)C)=O)C[C@H]2CNCCO2)C (S)-3-((4-(5-chloro-3-methyl-2-(morpholin-2-ylmethyl)phenyl)pyrrolo[2,1-f][1,2,4]triazin-6-yl)methyl)-1-methylpyrimidine-2,4(1H,3H)-dione hydrochloride